ClC(CCCCCC=CC(=O)O)CC(CC(CCCCC)Cl)Cl 9,11,13-trichlorooctadecenoic acid